6-bromo-2-fluoro-3-(methoxymethoxy)pyridine BrC1=CC=C(C(=N1)F)OCOC